COC(C1C(NC2=CC=CC(=C12)NNC(=O)OC(C)(C)C)=O)OC tert-Butyl 2-(3-(dimethoxymethyl)-2-oxoindolin-4-yl)hydrazine-1-carboxylate